C12N[C@@H](C(CC1)CC2)C(=O)N2CCC(CC2)CC2=CN(C1=CN=CC=C12)C1=C(C(=O)N(C(C)C)C)C=C(C=C1)F 2-[3-({1-[(3S)-2-azabicyclo[2.2.2]octane-3-carbonyl]piperidin-4-yl}methyl)-1H-pyrrolo[2,3-c]pyridin-1-yl]-5-fluoro-N-methyl-N-(propan-2-yl)benzamide